tert-Butyl N-[5-[8-(tert-butoxycarbonylamino)-3-[[(1S,2S)-2-fluorocyclopropanecarbonyl]amino]cinnolin-6-yl]-4-methyl-2-pyridyl]carbamate C(C)(C)(C)OC(=O)NC=1C=C(C=C2C=C(N=NC12)NC(=O)[C@H]1[C@H](C1)F)C=1C(=CC(=NC1)NC(OC(C)(C)C)=O)C